3-{6-[(3-chloro-2-fluorophenyl)sulfonyl]-3-methyl-1,2,4-triazin-5-yl}-5-(2-chloro-4-methylbenzyl)-5,6-dihydro-4H-1,2,4-oxadiazine ClC=1C(=C(C=CC1)S(=O)(=O)C1=C(N=C(N=N1)C)C1=NOCC(N1)CC1=C(C=C(C=C1)C)Cl)F